FC1=CC=C(C=C1)N1N=C(C=C1)CNN(C(C)=O)C N'-((1-(4-fluorophenyl)-1H-pyrazol-3-yl)methyl)-N-methylacetohydrazide